C(C#CCCCCCCC#N)#N decyne-1,10-dinitrile